CCCCCC[C@@H](OC(=O)C)C/C=C\CCCCCCCC(=O)OCC(OC(=O)CCCCCCC/C=C\C[C@H](OC(=O)C)CCCCCC)COC(=O)CCCCCCC/C=C\C[C@H](OC(=O)C)CCCCCC glyceryl triacetyl ricinoleate